C1(CC1)C1=NN2C(=NC(=C(C2=O)C=2C=NN(C2)CC(C(F)(F)F)(F)F)C(F)(F)F)S1 2-cyclopropyl-6-[1-(2,2,3,3,3-pentafluoropropyl)-1H-pyrazol-4-yl]-7-(trifluoromethyl)-5H-[1,3,4]thiadiazolo[3,2-a]pyrimidin-5-one